N1C=C(C=CC=C1)[13CH]=O azepine-3-carbaldehyde-13C